FC1=CC=C2C=CC=C(C2=C1F)C1=C(C=2N=C(N=C(C2C=N1)N([C@H]1CNCC1)C)OC[C@]12CCCN2C[C@@H](C1)F)F 7-(7,8-difluoronaphthalen-1-yl)-8-fluoro-2-(((2R,7aS)-2-fluorohexahydro-1H-pyrrolizin-7a-yl)methoxy)-N-methyl-N-((R)-pyrrolidin-3-yl)pyrido[4,3-d]pyrimidin-4-amine